FC(OC=1C=C(C=C(C1)F)C1=CC=C2C(N(CN(C2=C1)S(=O)(=O)C1=CC(=CC=C1)C(F)(F)F)C(C)C)=O)F 7-(3-(difluoromethoxy)-5-fluorophenyl)-3-isopropyl-1-((3-(trifluoromethyl)phenyl)sulfonyl)-2,3-dihydroquinazolin-4(1H)-one